ClC1=CC=C(C=C1C1=C(C=CC=C1)C1=NC(=NC(=N1)C1=CC=CC=C1)C1=CC=CC=C1)C1=NC(=NC(=N1)C1=CC=CC=C1)C1=CC=CC=C1 6,6'-(6'-chloro-[1,1'-biphenyl]-2,3'-diyl)bis(2,4-diphenyl-1,3,5-triazine)